O=C1NC(CCC1N1C(C2=CC(=C(C=C2C1)CN1CCN(CC1)CC1=CC=C(C(=O)NC2=CC(=C(C=C2)C)NC2=NC=CC(=N2)C=2C=NC=CC2)C=C1)F)=O)=O 4-((4-((2-(2,6-dioxopiperidin-3-yl)-6-fluoro-1-oxoisoindoline-5-yl)methyl)piperazine-1-yl)methyl)-N-(4-methyl-3-((4-(pyridin-3-yl)pyrimidin-2-yl)amino)phenyl)benzamide